FC(OC1=CC=C(C=C1)NC1=CC(=NC=N1)C1=CC=C(C=C1)NS(=O)(=O)C(C)CCC)(F)F Pentane-2-sulfonic acid {4-[6-(4-trifluoromethoxy-phenylamino)-pyrimidin-4-yl]-phenyl}-amide